C(C1=CC=CC=C1)C=1NC(=NN1)C(=O)N[C@@H]1C=2N(C3=C(CC1)C=CC=C3)C=CN2 (S)-5-benzyl-N-(5,6-dihydro-4H-benzo[f]imidazo[1,2-a]azepin-4-yl)-4H-1,2,4-triazole-3-carboxamide